N-(5-chloro-6-(1-methoxyethyl)pyridin-3-yl)-1-(8-fluoroimidazo[1,2-a]Pyridin-5-yl)-5-(trifluoromethyl)-1H-pyrazole-4-carboxamide ClC=1C=C(C=NC1C(C)OC)NC(=O)C=1C=NN(C1C(F)(F)F)C1=CC=C(C=2N1C=CN2)F